CC1(C(C(C=2C(=CC=3C(=NON3)C2)O1)N1C(CCCC1)=O)O)C (+)-7,8-dihydro-6,6-dimethyl-7-hydroxy-8-(2-oxo-1-piperidinyl)-6H-pyrano[2,3-f]benz-2,1,3-oxadiazole